ethyl 2-((4,4-difluorocyclohexyl) amino)-2-oxoacetate FC1(CCC(CC1)NC(C(=O)OCC)=O)F